COC1=NC(=CC=C1[C@H]1[C@@H](O[C@]([C@H]1C)(C(F)(F)F)C)C(=O)O)C(F)(F)F |r| rac-(2r,3s,4s,5r)-3-(2-methoxy-6-(trifluoromethyl)pyridin-3-yl)-4,5-dimethyl-5-(trifluoromethyl)tetrahydrofuran-2-carboxylic acid